COC1=C(C=C(C(=N1)N1CCCCC1)NC(C=C)=O)NC1=NC=CC(=N1)C1=CN(C2=CC=CC=C12)C N-(6-methoxy-5-((4-(1-methyl-1H-indol-3-yl)pyrimidin-2-yl)amino)-2-(piperidin-1-yl)pyridin-3-yl)acrylamide